C(OC1(CNCC1)CO)([2H])([2H])[2H] (3-(methoxy-d3)pyrrolidin-3-yl)methanol